(3-(3-(4-Chloro-2-methyl-2H-indazol-5-yl)-1H-pyrazolo[3,4-b]pyrazin-6-yl)-7-phenyl-3-azabicyclo[4.1.0]heptan-7-yl)methanamine ClC=1C2=CN(N=C2C=CC1C1=NNC2=NC(=CN=C21)N2CC1C(C1CC2)(C2=CC=CC=C2)CN)C